C(C)(C)(C)OC(=O)[C@]1(C[C@H](NCC1)C)CC1=NC(=CC(=C1F)Cl)NC1=NN(C(=C1)C)C(C)(C)C (2R,4R)-4-((6-((1-(tert-butyl)-5-methyl-1H-pyrazol-3-yl)amino)-4-chloro-3-fluoropyridin-2-yl)methyl)-2-methylpiperidine-4-carboxylic acid tert-butyl ester